7-((tert-butyldiphenylsilyl)oxy)-5-(3,5-difluorophenyl)-6,7-dihydro-5H-pyrrolo[1,2-a]imidazole [Si](C1=CC=CC=C1)(C1=CC=CC=C1)(C(C)(C)C)OC1CC(N2C1=NC=C2)C2=CC(=CC(=C2)F)F